5-chloro-N-((1r,4r)-4-((1-(2-chlorophenyl)-2-oxo-1H-imidazo[4,5-c]pyridin-3(2H)-yl)methyl)cyclohexyl)-2-(difluoromethyl)nicotinamide ClC=1C=NC(=C(C(=O)NC2CCC(CC2)CN2C(N(C3=C2C=NC=C3)C3=C(C=CC=C3)Cl)=O)C1)C(F)F